(S)-N-(5,5-difluoropiperidin-3-yl)-5-(3-fluorophenyl)-3-ureidothiophene-2-carboxamide FC1(C[C@@H](CNC1)NC(=O)C=1SC(=CC1NC(=O)N)C1=CC(=CC=C1)F)F